[2-[[(2S)-1-methylpyrrolidin-2-yl]methoxy]-7-(4-quinolyl)-6,8-dihydro-5H-pyrido[3,4-d]pyrimidin-4-yl]piperazine-1-carboxylate CN1[C@@H](CCC1)COC=1N=C(C2=C(N1)CN(CC2)C2=CC=NC1=CC=CC=C21)OC(=O)N2CCNCC2